[NH4+].[NH4+].P(=O)(OC)([O-])[O-] methyl phosphate bis-ammonium salt